C(C1=CC=CC=C1)OC(C)CCCCCCC 2-benzyloxynonane